C(C)OP(OCC)(=O)CC.C(C)(C)(C)P(C1CCCC1)C(C)(C)C ditert-butyl-(cyclopentyl)phosphane diethyl-ethane-phosphonate